N1(CCCCC1)CCN 2-(piperidin-1-yl)ethylamine